CN(C\C=C/1\C(N(C[C@H]1C)C=1C=CC=2N=CN=C(C2N1)NC1=CC(=C(C=C1)OC1=CC2=C(N(C=N2)C)C=C1)C)=O)C (3E,4S)-3-[2-(dimethylamino)ethylidene]-4-methyl-1-[4-({3-methyl-4-[(1-methyl-1,3-benzodiazol-5-yl)oxy]phenyl}amino)pyrido[3,2-d]pyrimidin-6-yl]pyrrolidin-2-one